copper-cerium oxide [O-2].[Ce+3].[Cu+2]